C(C)C=1C=C(C=CC1CO)C(C)=O (E)-1-(3-ethyl-4-(hydroxymethyl)phenyl)ethane-1-one